C(CC(=O)[O-])(=O)OCC ethyl propanedioate